2-butyl-2-ethyl-1,3-propanediol adipate C(CCCCC(=O)O)(=O)O.C(CCC)C(CO)(CO)CC